NC1=NC(=NN2C1=NC=C2CC=2C=C(C(=NC2)N2CCN(CC2)C(CNC)=O)C)OC(CC)CC (4-(5-((4-amino-2-(pentan-3-yloxy)imidazo[2,1-f][1,2,4]triazin-7-yl)methyl)-3-methylpyridin-2-yl)piperazin-1-yl)-2-(methylamino)ethan-1-one